6-cyclopropyl-2-propyl-pyrimidin-4-ol C1(CC1)C1=CC(=NC(=N1)CCC)O